4-(3-(Piperazin-1-yl)azetidin-1-yl)-6-(1-oxa-8-azaspiro[4.5]dec-3-en-8-yl)-2-(trifluoromethyl)nicotinonitrile N1(CCNCC1)C1CN(C1)C1=CC(=NC(=C1C#N)C(F)(F)F)N1CCC2(C=CCO2)CC1